OC1=CC=C(CN2C(C3=CC=CC(=C3C2=O)NC2=CC=CC=C2)=O)C=C1 2-(4-hydroxybenzyl)-4-(phenylamino)isoindoline-1,3-dione